5-(6-(tert-butylsulfonyl)-7-methoxyimidazo[1,2-a]pyridin-3-yl)-3-fluoro-2-methoxybenzamide C(C)(C)(C)S(=O)(=O)C=1C(=CC=2N(C1)C(=CN2)C=2C=C(C(=C(C(=O)N)C2)OC)F)OC